7-chloro-4-(1H-imidazol-1-yl)-2-methylquinoline ClC1=CC=C2C(=CC(=NC2=C1)C)N1C=NC=C1